1-(4-((1R,2S)-6-Hydroxy-2-methyl-1,2,3,4-tetrahydronaphthalen-1-yl)phenyl)piperidine OC=1C=C2CC[C@@H]([C@@H](C2=CC1)C1=CC=C(C=C1)N1CCCCC1)C